C(CCCCCCCCCCCCCCCCCCCCC)N doicosylamine